4-[[6-[2-(dimethylamino)ethoxy]-3-pyridyl]amino]-2-methylsulfanyl-pyrimidine-5-carbaldehyde CN(CCOC1=CC=C(C=N1)NC1=NC(=NC=C1C=O)SC)C